CNCC12CN(C(C1)C2)C2=NC=CC(=N2)N 2-[4-(methylaminomethyl)-2-azabicyclo[2.1.1]hex-2-yl]pyrimidin-4-amine